nitrosyl nitrate [N+](=O)(ON=O)[O-]